CC1C(NC(NC1)=O)=O 5-methyldihydropyrimidine-2,4(1H,3H)-dione